C(C)(C)(C)OC(N[C@@H]1CN(CC[C@@H]1OC)C1=NC=CC(=N1)N)=O |r| rac-cis-tert-butyl-1-(4-aminopyrimidin-2-yl)-4-methoxypiperidin-3-ylcarbamate